C(#C)C=1SC=CN1 2-ethynylthiazol